5-((2r,6s)-4-(3,5-dibromobenzoyl)-6-methylpiperazin-2-yl)-4-methylisobenzofuran-1(3H)-one BrC=1C=C(C(=O)N2C[C@H](N[C@H](C2)C)C=2C(=C3COC(C3=CC2)=O)C)C=C(C1)Br